C1COCCN1C(=O)NCCN.C(=O)(C(=O)O)O N-(2-aminoethyl)-4-morpholinecarboxamide